C(C)OC(=O)C1(CCC1)SC1=NC2=CC(=C(C=C2C(=N1)NC1=CC=C(C=C1)C#N)OC)OC 1-((4-((4-cyanophenyl)amino)-6,7-dimethoxyquinazolin-2-yl)thio)cyclobutane-1-carboxylic acid ethyl ester